trimethyl-3-(propen-1-yl)aminopentanoic acid CC(CC(CC(=O)O)NC=CC)(C)C